FC=1C=C2C(=NN(C2=CC1C1=CCC(CC1)=O)C)N1C(NC(CC1)=O)=O 1-[5-fluoro-1-methyl-6-(4-oxocyclohexen-1-yl)indazol-3-yl]hexahydropyrimidine-2,4-dione